O1C=C(C2=C1C=CC=C2)CC(NC(CCC2=C(C(=CC=C2)S(=O)C)S(=O)C)=O)B(O)O 2-(benzofuran-3-yl)-1-(3-(dimethylsulfinylphenyl)propanamido)ethylboronic acid